C(C)(C)(C)OC(=O)NC1(CC1)CCCOC1=NC=CC(=C1)N(C(OC(C)(C)C)=O)C1=CC(=NN1C(C)(C)C)[C@@H]1C[C@@H](CC1)OC(=O)OC1=CC=C(C=C1)[N+](=O)[O-] tert-butyl (2-(3-(1-((tert-butoxycarbonyl)amino)cyclopropyl)propoxy)pyridin-4-yl)(1-(tert-butyl)-3-((1S,3R)-3-(((4-nitrophenoxy)carbonyl)oxy)cyclopentyl)-1H-pyrazol-5-yl)carbamate